N1(N=CC=C1)C1N(CC1)C(=O)[O-] 1H-pyrazol-1-yl-azetidine-1-carboxylate